6-chloro-8-[(1S,2S)-2-(3,5-difluorophenyl)cyclopropyl]imidazo[1,2-b]pyridazine ClC=1C=C(C=2N(N1)C=CN2)[C@@H]2[C@H](C2)C2=CC(=CC(=C2)F)F